The molecule is a hydroperoxy fatty ester that is the methyl ester of 12-hydroperoxy-20-hydroxy-(5Z,8Z,10E,14Z)-icosatetraenoic acid. It is a polyunsaturated fatty ester, a hydroperoxy fatty ester, a fatty acid methyl ester and an omega-hydroxy fatty ester. COC(=O)CCC/C=C\\C/C=C\\C=C\\C(C/C=C\\CCCCCO)OO